C1(CC1)N1N=CC2=CC=C(C=C12)C(=O)OC methyl 1-cyclopropylindazole-6-carboxylate